C(C)(C)(C)OC(=O)N1[C@H](CC1)C(=O)Cl (R)-2-(chlorocarbonyl)azetidine-1-carboxylic acid tert-butyl ester